ClC=1C=C(C=C(C1OC1=CC2=C(N(N=N2)C)C=C1)F)NC1=NC=NC2=C1N=C(N=C2)N2C[C@H](N(CC2)C(C=C)=O)C (R)-1-(4-(8-((3-chloro-5-fluoro-4-((1-methyl-1H-benzo[d][1,2,3]triazol-5-yl)oxy)phenyl)amino)pyrimido[5,4-d]pyrimidin-2-yl)-2-methylpiperazin-1-yl)prop-2-en-1-one